allophanate C(NC(=O)N)(=O)[O-]